OCC=1C=C2NC(C=3N(C2=CC1)C=CC3)=O 7-(hydroxymethyl)pyrrolo[1,2-a]quinoxalin-4(5H)-one